The molecule is a bile acid taurine conjugate of cholic acid that usually occurs as the sodium salt of bile in mammals. It has a role as a human metabolite. It is an amino sulfonic acid and a bile acid taurine conjugate. It derives from a cholic acid. It is a conjugate acid of a taurocholate. C[C@H](CCC(=O)NCCS(=O)(=O)O)[C@H]1CC[C@@H]2[C@@]1([C@H](C[C@H]3[C@H]2[C@@H](C[C@H]4[C@@]3(CC[C@H](C4)O)C)O)O)C